tert-butyl (3S,4S)-4-(2,2-dimethyl-3-((3-(trifluoromethyl)pyridin-2-yl)oxy)propanamido)-3-fluoropiperidine-1-carboxylate CC(C(=O)N[C@@H]1[C@H](CN(CC1)C(=O)OC(C)(C)C)F)(COC1=NC=CC=C1C(F)(F)F)C